C(C)(C)(C)C(CCCNC([O-])=O)NC1=C2C(=NC=C1N)C=CS2 (tert-butyl 4-((6-aminothieno[3,2-b]pyridin-7-yl)amino)butyl)carbamate